NCC(=O)NC[C@@H](C(=O)OCC1=CC=CC=C1)NC(C1=C(C=C(C=C1Cl)C1=CC=CC=C1)Cl)=O benzyl (2S)-3-[(2-aminoacetyl)amino]-2-[(2,6-dichloro-4-phenyl-benzoyl)amino]propanoate